octylamine azide [N-]=[N+]=[N-].C(CCCCCCC)N